7-((4-(2-cyclopropyl-6-(methylcarbamoyl)pyridin-3-yl)piperazin-1-yl)methyl)-6-fluoro-3-methylpyrazolo[1,5-a]quinoxalin-4(5H)-one C1(CC1)C1=NC(=CC=C1N1CCN(CC1)CC=1C(=C2NC(C=3N(C2=CC1)N=CC3C)=O)F)C(NC)=O